[5-Amino-3-{2-[4-(2,4-difluoro-phenyl)-piperazin-1-yl]-ethyl}-8-(3-fluoro-phenyl)-2-oxo-2,3-dihydro-[1,2,4]triazolo[5,1-i]purin-1-yl]-acetonitrile NC=1N2C(C=3N(C(N(C3N1)CCN1CCN(CC1)C1=C(C=C(C=C1)F)F)=O)CC#N)=NC(=N2)C2=CC(=CC=C2)F